tert-butyl (S)-4-((3-((3-(6-(benzyloxy)-2-hydroxypyridin-3-yl)-1-methyl-1H-indazol-6-yl)oxy)pyrrolidin-1-yl)methyl)piperidine-1-carboxylate C(C1=CC=CC=C1)OC1=CC=C(C(=N1)O)C1=NN(C2=CC(=CC=C12)O[C@@H]1CN(CC1)CC1CCN(CC1)C(=O)OC(C)(C)C)C